isononyl-isotridecyl alcohol C(CCCCCC(C)C)C(CCCCCCCCCC(C)C)O